tert-butoxycarbonyl-7-chloro-6-fluoro-indole-2-carboxylic acid C(C)(C)(C)OC(=O)C1=C(NC2=C(C(=CC=C12)F)Cl)C(=O)O